2-p-toluylamino-6-naphthalenesulfonic acid C1(=CC=C(C=C1)NC1=CC2=CC=C(C=C2C=C1)S(=O)(=O)O)C